NC1=NC(=C2N=CN(C2=N1)[C@H]1C=C[C@H](C1)CO[P@](=O)(OC1=CC=CC=C1)N[C@@H](C)C(=O)OC(C)C)OCC(F)(F)F Isopropyl ((S)-(((1S,4R)-4-(2-amino-6-(2,2,2-trifluoroethoxy)-9H-purin-9-yl) cyclopent-2-en-1-yl)methoxy)(phenoxy)phosphoryl)-L-alaninate